N-[4-(7-fluoro-1,3-benzooxazol-2-yl)phenyl]tetrahydrofuran-3-carboxamide FC1=CC=CC=2N=C(OC21)C2=CC=C(C=C2)NC(=O)C2COCC2